ClC1=C(C=CC=C1)C1NC2=CC=CC=C2C(N1)=O 2-(2-chlorophenyl)-2,3-dihydroquinazolin-4(1H)-one